N-[(4-hydroxy-3-methoxyphenyl)methyl]-7-methyloctanamide OC1=C(C=C(C=C1)CNC(CCCCCC(C)C)=O)OC